CN(C)C=C(C#N)C(C(Cl)Cl)=C=O 2-((dimethylamino)methylene)-4,4-dichloro-3-carbonylbutyronitrile